(5S)-5-{[(3R,4S)-3,4-Difluoropyrrolidin-1-yl]carbonyl}-2-{[5-(trifluoromethyl)-1,3,4-oxadiazol-2-yl]methyl}-5,6,7,8-tetrahydro[1,2,4]triazolo[4,3-a]pyridin-3(2H)-one F[C@@H]1CN(C[C@@H]1F)C(=O)[C@@H]1CCCC=2N1C(N(N2)CC=2OC(=NN2)C(F)(F)F)=O